N,1-diethyl-5-oxo-N-(4-((4-(4-(trifluoromethyl)piperidin-1-yl)phenyl)amino)benzyl)pyrrolidine-3-carboxamide C(C)N(C(=O)C1CN(C(C1)=O)CC)CC1=CC=C(C=C1)NC1=CC=C(C=C1)N1CCC(CC1)C(F)(F)F